5-chloro-N-(3-phenylpropyl)furan-2-carboxamide ClC1=CC=C(O1)C(=O)NCCCC1=CC=CC=C1